5-(2-chloro-5-(isobutyramidomethyl)benzamido)-1-methyl-N-(4-methyl-3-(4-(trifluoromethyl)phenyl)-1H-pyrazol-5-yl)-1H-indole-2-carboxamide ClC1=C(C(=O)NC=2C=C3C=C(N(C3=CC2)C)C(=O)NC2=C(C(=NN2)C2=CC=C(C=C2)C(F)(F)F)C)C=C(C=C1)CNC(C(C)C)=O